6-((4,4-Difluoropiperidin-1-yl)methyl)-3-(3-((1s,3s)-3-methyl-1-(4-methyl-4H-1,2,4-triazol-3-yl)cyclobutyl)phenyl)-8-(trifluoromethyl)quinazolin-4(3H)-one FC1(CCN(CC1)CC=1C=C2C(N(C=NC2=C(C1)C(F)(F)F)C1=CC(=CC=C1)C1(CC(C1)C)C1=NN=CN1C)=O)F